[K+].C(\C=C/C(=O)[O-])(=O)OC(C)C isopropyl maleate potassium salt